C(C1=CC=CC=C1)(=O)N1C=2C3=C(N(C=C3CCC1)[C@H]1[C@@H]([C@H](OP(=O)O)[C@H](O1)CO)F)N=CN2 6-Benzoyl-2-{2-deoxy-2-fluoro-3-O-[hydroxy(oxo)-λ5-phosphanyl]-β-D-ribofuranosyl}-6,7,8,9-tetrahydro-2H-2,3,5,6-tetraazabenzo[cd]azulene